((1-(cyclopropylamino)cycloheptyl)methyl)-4-((2-fluorophenyl)ethynyl)benzamide C1(CC1)NC1(CCCCCC1)CC1=C(C(=O)N)C=CC(=C1)C#CC1=C(C=CC=C1)F